NC1=C(NC2CN(CC2F)C(=O)[O-])C=C(C=C1)C(=O)OC 3-(2-amino-5-methoxycarbonyl-anilino)-4-fluoro-pyrrolidine-1-carboxylate